N(=[N+]=[N-])COC(C(C)(C)C)=O.CN(C(C(=O)NC1CCC(CC1)NC1=CC(=NC2=CC=C(C=C12)Cl)C(F)(F)F)C=1C=NN(C1)C)C 2-(dimethylamino)-2-(1-methyl-1H-pyrazol-4-yl)-N-[(1s,4s)-4-{[6-chloro-2-(trifluoromethyl)quinolin-4-yl]amino}cyclohexyl]acetamide azidomethyl-2,2-dimethylpropanoate